dithiiranylmethyl-bisphenol A S1SC1CC1=C(O)C=CC(=C1)C(C)(C)C1=CC=C(C=C1)O